COC=1C=C2C(=NC=NC2=CC1OC)OC1=CC(=C(C(=C1)F)C(C(=O)NC1=CC(=NC=C1)C(F)(F)F)=O)F (4-((6,7-dimethoxyquinazolin-4-yl)oxy)-2,6-difluorophenyl)-2-oxo-N-(2-(trifluoromethyl)pyridin-4-yl)acetamide